Bis(((1S,3S)-adamantan-1-yl)methyl) 2,2'-((((((R)-1-(6-amino-9H-purin-9-yl)propan-2-yl)oxy)methyl)phosphoryl)bis(azanediyl))bis(2-methylpropanoate) NC1=C2N=CN(C2=NC=N1)C[C@@H](C)OCP(=O)(NC(C(=O)OCC12CC3CC(CC(C1)C3)C2)(C)C)NC(C(=O)OCC23CC1CC(CC(C2)C1)C3)(C)C